1-chloro-1,1,2,2-tetramethyl-2-(1,5,6,7-tetrahydro-s-indacen-1-yl)disilane Cl[Si]([Si](C1C=CC2=CC=3CCCC3C=C12)(C)C)(C)C